C(#N)C(C)(C)C=1C=C(C(=O)NC2=C(C=C(C(=C2)C2=CC3=C(N=C(N=C3)NC)N3C2=NCC3)C)F)C=CN1 2-(2-cyanoprop-2-yl)-N-(2-fluoro-4-methyl-5-(2-(methylamino)-8,9-dihydroimidazo[1',2':1,6]pyrido[2,3-d]pyrimidin-6-yl)phenyl)isonicotinamide